N1-(8-amino-6-(5-amino-4-methylpyridin-3-yl)-7-fluoroisoquinolin-3-yl)-N5-(17-((2-(2,6-dioxopiperidin-3-yl)-1,3-dioxoisoindolin-4-yl)amino)-3,6,9,12,15-pentaoxaheptadecyl)glutaramide NC=1C(=C(C=C2C=C(N=CC12)NC(CCCC(=O)NCCOCCOCCOCCOCCOCCNC1=C2C(N(C(C2=CC=C1)=O)C1C(NC(CC1)=O)=O)=O)=O)C=1C=NC=C(C1C)N)F